barium manganate salt [Mn](=O)(=O)([O-])[O-].[Ba+2]